hydroxy-formate OC(=O)[O-]